ClCC(=O)N([C@@H](C)C(=O)OCC1=CC(=NC(=C1)Cl)Cl)C (2,6-Dichloropyridin-4-yl)methyl N-(2-chloroacetyl)-N-methyl-L-alaninate